CN(S(N)(=O)=O)CC [methyl-(sulfamoyl)amino]ethane